C(C1=CC=CC=C1)OC(=O)NCCOC=1C=C(C=C(C1)OC)C[C@H](C(=O)OC(C)(C)C)[C@@H]1CN(CC1)C(=O)OC(C)(C)C (R)-tert-butyl 3-((S)-3-(3-(2-(((benzyloxy)carbonyl)amino)ethoxy)-5-methoxyphenyl)-1-(tert-butoxy)-1-oxopropan-2-yl)pyrrolidine-1-carboxylate